(5-nitrothiazol-2-yl)-2-(trifluoromethyl)benzamide [N+](=O)([O-])C1=CN=C(S1)C=1C(=C(C(=O)N)C=CC1)C(F)(F)F